NC1CCCC1 (1R,3R)-3-aminocyclopentane